NC=1N=NC(=CC1N1CCN(C2(CC2)C1)C=1C=C(OC2CCN(CC2)C(CN2CCC(CC2)C=2C=C(N(C)[C@@H]3C(NC(CC3)=O)=O)C=CC2)=O)C=CC1)C1=C(C=CC=C1)O (3S)-3-[3-[1-[2-[4-[3-[7-[3-amino-6-(2-hydroxyphenyl)pyridazin-4-yl]-4,7-diazaspiro[2.5]octan-4-yl]phenoxy]-1-piperidyl]-2-oxo-ethyl]-4-piperidyl]-N-methyl-anilino]piperidine-2,6-dione